N,N-dimethylanilinium tetrakis(2,4-dimethylphenyl)borate CC1=C(C=CC(=C1)C)[B-](C1=C(C=C(C=C1)C)C)(C1=C(C=C(C=C1)C)C)C1=C(C=C(C=C1)C)C.C[NH+](C1=CC=CC=C1)C